N-(5,6-difluoro-1H-indol-3-yl)-2-(3-(trifluoromethyl)phenyl)thiazole-4-carboxamide FC=1C=C2C(=CNC2=CC1F)NC(=O)C=1N=C(SC1)C1=CC(=CC=C1)C(F)(F)F